7-((4'-(hexyloxy)-[1,1'-biphenyl]-3-yl)methyl)-8-((2-hydroxyethyl)amino)-1,3-dimethyl-3,7-dihydro-1H-purine-2,6-dione C(CCCCC)OC1=CC=C(C=C1)C1=CC(=CC=C1)CN1C(=NC=2N(C(N(C(C12)=O)C)=O)C)NCCO